OCC1=C(C=CC=C1)NC(OC)=O Methyl (2-(hydroxymethyl)phenyl)carbamate